4-chloro-2'-hydroxy-4'-methoxy-3'-(piperidin-1-yl)methyl-chalcone ClC1=CC=C(C=C1)\C=C\C(=O)C1=C(C(=C(C=C1)OC)CN1CCCCC1)O